O=C1NC(CCC1N1CC=2C(N(C=CC2C1=O)C1CCN(CC1)C(=O)OC(C)(C)C)=O)=O tert-butyl 4-(2-(2,6-dioxopiperidin-3-yl)-1,4-dioxo-1,2,3,4-tetrahydro-5H-pyrrolo[3,4-c]pyridin-5-yl)piperidine-1-carboxylate